C(C)(=O)C1=CC=C(C=C1)NC(=O)NC(NC1=CC=C(C=C1)C(C)=O)=O 1-(4-acetylphenyl)-3-(4-acetylphenylcarbamoyl)urea